(methyl-sulfonyl)indoline-6-carboxamide CS(=O)(=O)N1CCC2=CC=C(C=C12)C(=O)N